OC=1C=C(C=CC(=O)O)C=CC1O 3,4-dihydroxycinnamic acid